4-(2-fluorophenyl)-1-methyl-pyrrole-3-nitrile FC1=C(C=CC=C1)C=1C(=CN(C1)C)C#N